C1(CC1)CC=1C=C(C(=C(C1)C(C(=O)O)N1C[C@@H](CC1)OCCCCCC1=NC=2NCCCC2C(=C1)OC)OC)F 2-(5-(cyclopropylmethyl)-3-fluoro-2-methoxyphenyl)-2-((R)-3-((5-(4-methoxy-5,6,7,8-tetrahydro-1,8-naphthyridin-2-yl)pentyl)oxy)pyrrolidin-1-yl)acetic acid